C(C)OC(=O)C=1C(NC(NC1C)=O)C1=CC=C(C=C1)[N+](=O)[O-] 5-ethoxycarbonyl-6-methyl-4-(4'-nitrophenyl)-3,4-dihydropyrimidin-2-one